(2Z,3E)-3-((2-((1R,4R)-2,5-diazabicyclo[2.2.1]heptane-2-yl)-2-oxoethoxy)imino)-5'-fluoro-[2,3'-biindolinylidene]-2'-on [C@H]12N(C[C@H](NC1)C2)C(CO\N=C/2\C(\NC1=CC=CC=C21)=C/2\C(NC1=CC=C(C=C21)F)=O)=O